C(C)(C)(C)OC(=O)N1CCC(=C(C1=O)C(NC1=C(C(=CC=C1)F)C)=S)O 5-[(3-fluoro-2-methylphenyl)thiocarbamoyl]-4-hydroxy-6-oxo-3,6-dihydropyridine-1(2H)-carboxylic acid tert-butyl ester